C1(CC1)C=1C=2N(N=C(C1)C=1C(=NC(=NC1)OC)OC)C=C(N2)C2=NC=CC=C2 8-cyclopropyl-6-(2,4-dimethoxypyrimidin-5-yl)-2-(pyridin-2-yl)imidazo[1,2-b]pyridazine